[(3R,9aS)-3-(2-benzyloxy-5-chloro-3-pyridyl)-3,4,6,7,9,9a-hexahydro-1H-pyrazino[2,1-c][1,4]oxazin-8-yl]-(2-chloro-3-methoxy-phenyl)methanone C(C1=CC=CC=C1)OC1=NC=C(C=C1[C@@H]1CN2[C@H](CO1)CN(CC2)C(=O)C2=C(C(=CC=C2)OC)Cl)Cl